2-[2-(3-methoxyphenyl)[1,2,4]triazolo[1,5-c]quinazolin-5-yl]-L-tyrosinamide COC=1C=C(C=CC1)C1=NN2C(=NC=3C=CC=CC3C2=N1)C1=C(C[C@H](N)C(=O)N)C=CC(=C1)O